N-isobutyl-(2-hydroxypropyl)amine C(C(C)C)NCC(C)O